(S,Z)-4-chloro-1-oxo-3-(1-((5-oxo-5,8-dihydropyrido[2,3-d]pyrimidin-4-yl)amino)ethyl)-2-phenyl-1,2-dihydroisoquinoline-8-carbaldehyde oxime ClC1=C(N(C(C2=C(C=CC=C12)\C=N/O)=O)C1=CC=CC=C1)[C@H](C)NC=1C2=C(N=CN1)NC=CC2=O